N-(2-(2-methylpiperidin-3-yl)thieno[2,3-b]pyridin-4-yl)benzo-[d]thiazol-5-amine CC1NCCCC1C1=CC=2C(=NC=CC2NC=2C=CC3=C(N=CS3)C2)S1